FC1=CC=C(C=C1)N(C(=O)C=1NC(C=CC1)=O)C N-(4-fluorophenyl)-N-methyl-6-oxo-1,6-dihydropyridine-2-carboxamide